C12C(CCC2C1)C(=O)C=1C=NN2C1CN(CC2)C(=O)OC(C)(C)C tert-butyl 3-{bicyclo[3.1.0]hexane-2-carbonyl}-4H,5H,6H,7H-pyrazolo[1,5-a]pyrazine-5-carboxylate